C(CC(C)C)C(C(=O)OCCC(C)C)CCCCCC Isoamyl alcohol Isoamyl-octanoate